1,4-dicyanato-2,3,6-trimethylbenzene O(C#N)C1=C(C(=C(C=C1C)OC#N)C)C